CC1=NC=NC=C1B(O)O 4-METHYLPYRIMIDINE-5-BORONIC ACID